FC=1C=C(C=CC1)C1=C(C=CC(=N1)C(=O)NC[C@@H](C)O)OC1=CC=C(C=C1)C(F)(F)F 6-(3-Fluorophenyl)-N-[(2R)-2-hydroxypropyl]-5-[4-(trifluoromethyl)phenoxy]pyridine-2-carboxamide